CC1=CN=NN1CC1(COC1)C=1C=C(C=CC1)N1CC2=C(C=C(C=C2C1=O)CN(C(OC(C)(C)C)=O)C1(CCC1)C)C(F)(F)F tert-butyl ((2-(3-(3-((5-methyl-1H-1,2,3-triazol-1-yl)methyl)oxetan-3-yl)phenyl)-3-oxo-7-(trifluoromethyl)isoindolin-5-yl)methyl)(1-methylcyclobutyl)carbamate